FC1=C(C=C(C=C1)NC(=O)N1CC=2C(=NN3C2C2=C(CCC3)C=CC=N2)C[C@H]1C)C(F)(F)F (11R)-N-(4-Fluoro-3-(trifluoromethyl)phenyl)-11-methyl-6,7,10,11-tetrahydro-5H-pyrido[2,3-c]pyrido[4',3':3,4]pyrazolo[1,5-a]azepine-12(13H)-carboxamide